N'-{5-bromo-6-[1-(3,5-difluorophenyl)ethoxy]-2-methylpyridin-3-yl}-N-ethyl-N-methylformamidine hydrochloride Cl.BrC=1C=C(C(=NC1OC(C)C1=CC(=CC(=C1)F)F)C)N=CN(C)CC